C(C)OC(=O)C=1C=C(C2=C(SC=C2C)C1)O 4-Hydroxy-3-methylbenzo[b]thiophene-6-carboxylic acid ethyl ester